3-((2-Methylenedec-9-en-1-yl)oxy)butyronitrile C=C(COC(CC#N)C)CCCCCCC=C